(S)-(-)-citramalic acid C(C[C@](C)(O)C(=O)O)(=O)O